6-iodo-benzo[b]naphtho[1,2-d]furan IC1=CC=2C=CC=CC2C=2C3=C(OC21)C=CC=C3